1-(5-(5-chloro-2-methoxypyridin-4-yl)-1H-pyrazole-3-carbonyl)-N-(3-methoxychroman-4-yl)piperidine-4-carboxamide ClC=1C(=CC(=NC1)OC)C1=CC(=NN1)C(=O)N1CCC(CC1)C(=O)NC1C(COC2=CC=CC=C12)OC